ClC1=NC=C(C(=C1)NC1CC(CCC1)NCCF)C1=NN(C=C1)C N1-(2-Chloro-5-(1-methyl-1H-pyrazol-3-yl)pyridin-4-yl)-N3-(2-fluoroethyl)cyclohexane-1,3-diamine